C(CCC)S(=O)C1=CSC=2N=C(N=C(C21)C2=CC=CC=C2)C2=CC=CC=C2 (butylsulfinyl)-2,4-diphenylthieno[2,3-d]pyrimidine